(S)-6-(3-(1-((2-amino-5-cyano-6-methylpyrimidin-4-yl)amino)propyl)-1,1-dihydroxy-2-phenyl-2H-benzo[e][1,2]thiazin-8-yl)-N,N-bis(2-methoxyethyl)hex-5-ynamide NC1=NC(=C(C(=N1)N[C@@H](CC)C=1N(S(C2=C(C1)C=CC=C2C#CCCCC(=O)N(CCOC)CCOC)(O)O)C2=CC=CC=C2)C#N)C